(R)-2-oxo-2-(pyrrolidin-1-yl)ethyl 3-amino-2-(((benzyloxy)carbonyl)amino)propanoate NC[C@H](C(=O)OCC(N1CCCC1)=O)NC(=O)OCC1=CC=CC=C1